NCCC1=CN=C2N1C=C(C=C2)C2=C(OCCC=1C(=NN(C1C)C)CNC(C)=O)C=C(C=C2)F N-{[4-(2-{2-[3-(2-aminoethyl)imidazo[1,2-a]pyridin-6-yl]-5-fluorophenoxy}ethyl)-1,5-dimethyl-1H-pyrazol-3-yl]methyl}acetamide